1-(tert-Butyl)-N-(4-(6-(2-methoxyethoxy)pyrazolo[1,5-a]pyrazin-4-yl)-2-methylbenzyl)-1H-1,2,3-triazole-4-carboxamide C(C)(C)(C)N1N=NC(=C1)C(=O)NCC1=C(C=C(C=C1)C=1C=2N(C=C(N1)OCCOC)N=CC2)C